5-methylbenzoquinone CC=1C(C=CC(C1)=O)=O